N1C=C(C=2C1=NC=CC2)CNC=2N=CC1=C(N2)C=COC1=O (1H-pyrrolo[2,3-b]pyridin-3-ylmethylamino)pyrano[4,3-d]pyrimidin-5-one